[Na+].C1(=CC=CC=C1)[C@](N=O)(CC(C)C)C(=O)[O-] phenyl-ketoleucine sodium salt